(R)-1-(6-(benzenesulfonyl)-1-((S)-pyrrolidin-3-yl)imidazo[4,5-d]Pyrrolo[3,4-b]Pyridin-2-yl)ethanol C1(=CC=CC=C1)S(=O)(=O)C=1N=CC=2C1N=CC=1C2N(C(N1)[C@@H](C)O)[C@@H]1CNCC1